NC(CCN)[SiH](O[Si](C)(C)C)C 1,3-bisaminopropyltetramethyldisiloxane